Cl.NCCCNC(=O)C=1C=CC=C2C1N=C(O2)SCC2=CC=C(C=C2)Cl N-(3-aminopropyl)-2-((4-chlorobenzyl)thio)benzo[d]oxazole-4-carboxamide hydrochloride